ClC1=CC(=CC2=C1N(N=N2)CC2=CC=C(C=C2)C2=NOC(=N2)C(F)(F)F)C(F)(F)F 3-[4-[[7-chloro-5-(trifluoromethyl)benzotriazol-1-yl]methyl]phenyl]-5-(trifluoromethyl)-1,2,4-oxadiazole